triacontyl n-pentanoate C(CCCC)(=O)OCCCCCCCCCCCCCCCCCCCCCCCCCCCCCC